benzyl 3-methyl-4-oxo-azepane-1-carboxylate CC1CN(CCCC1=O)C(=O)OCC1=CC=CC=C1